6-isopropyl-4H-thieno[3,2-b]Pyrrole-2-carboxylic acid ethyl ester C(C)OC(=O)C1=CC=2NC=C(C2S1)C(C)C